2-fluoro-5-[3-fluoro-2-methyl-8-(morpholin-4-yl)imidazo[1,2-a]pyridin-6-yl]-4-methylaniline FC1=C(N)C=C(C(=C1)C)C=1C=C(C=2N(C1)C(=C(N2)C)F)N2CCOCC2